(R)-4-(4-((1-(2-fluoro-3-(trifluoromethyl)phenyl)ethyl)amino)-7-methoxy-2-methylpyrido[2,3-d]pyrimidin-6-yl)-1-isopropylpiperidine-4-carbonitrile FC1=C(C=CC=C1C(F)(F)F)[C@@H](C)NC=1C2=C(N=C(N1)C)N=C(C(=C2)C2(CCN(CC2)C(C)C)C#N)OC